BrC=1C=C(C=C(C1)Br)CCO[Si](C)(C)OCCC1=CC(=CC(=C1)Br)Br bis[2-(3,5-dibromophenyl)ethoxy]-dimethylsilane